COC(=O)C1(CCC2(C(=CC3=CC=CC=C23)CC(CO)O)CC1)NC1=CC(=CC=C1)Cl (1r,4r)-4-(3-Chloroanilino)-2'-(2,3-dihydroxypropyl)spiro[cyclohexane-1,1'-indene]-4-carboxylic acid methyl ester